BrC=1C=C(C=NC1)NC(CCC)CC=O 5-bromo-N-(Oxohexan-4-yl)pyridin-3-amine